tetrahydropyrrole-3-carbonitrile N1CC(CC1)C#N